P(OCCC1=CC(=CC(=C1)F)CBr)(OCC)[O-] (3-(bromomethyl)-5-fluorobenzyl)(methyl) ethyl phosphite